methyl 4-hydroxy-2-methyl-benzoate OC1=CC(=C(C(=O)OC)C=C1)C